COC1=NC=C(C2=C1N=C(S2)NC(=O)N2CC1(CC2)CCOCC1)C=1N=NC(=CC1)C 8-Oxa-2-aza-spiro[4.5]decane-2-carboxylic acid [4-methoxy-7-(6-methyl-pyridazin-3-yl)-thiazolo[4,5-c]pyridin-2-yl]-amide